dipropylethylamine C(CC)N(CC)CCC